isobutyl trisulfide C(C(C)C)SSSCC(C)C